5-(6-Chloro-1-methyl-9H-pyrido[3,4-b]indol-8-yl)-pyridine-2-carbonitrile ClC=1C=C2C3=C(NC2=C(C1)C=1C=CC(=NC1)C#N)C(=NC=C3)C